1-[(6-{3-Azabicyclo[3.1.0]hex-3-yl}-2-methylpyridin-3-yl)methyl]-3-(cyanomethyl)-1H-pyrazole-4-carboxylic acid ethyl ester C(C)OC(=O)C=1C(=NN(C1)CC=1C(=NC(=CC1)N1CC2CC2C1)C)CC#N